FC(=C1CCN(CC1)C1=C(C(=O)NC=2C=C3C(=C(N2)N2CCC(CC2)(F)F)OC=C3)C=CC(=C1)SC(C)C)F 2-(4-(difluoromethylene)piperidin-1-yl)-N-(7-(4,4-difluoropiperidin-1-yl)furano[2,3-c]pyridin-5-yl)-4-(isopropylthio)benzamide